C(C)(C)(C)OC(C1=CC(=C(C=C1)N)NCCOC)=O.C1(=CC=CC=C1)C(CNC1=CC=C(C=C1)C)=O 1-phenyl-2-(p-toluidinyl)ethan-1-one Tert-butyl-4-amino-3-(2-methoxyethylamino)benzoate